4-fluoro-3-(tetrahydro-2H-pyran-2-yl)-7-(2,2,2-trifluoroethyl)-7,8,9,10-tetrahydrocyclohepta[e]indazol-6(3H)-one FC1=CC2=C(C=3C=NN(C13)C1OCCCC1)CCCC(C2=O)CC(F)(F)F